CC1(O[C@H]2[C@@H](O1)COC2=O)C (3aS,6aS)-2,2-Dimethyldihydrofuro[3,4-d][1,3]dioxol-4(3aH)-one